3-[4-Fluoro-3-methyl-2-oxo-5-[4-(piperazin-1-ylmethyl)-1-piperidyl]benzimidazol-1-yl]piperidine-2,6-dione FC1=C(C=CC=2N(C(N(C21)C)=O)C2C(NC(CC2)=O)=O)N2CCC(CC2)CN2CCNCC2